ClCC(=O)NC1=CC=C(C=C1)S(N(CC)CC)(=O)=O 2-chloro-N-(4-(N,N-diethylsulfamoyl)phenyl)acetamide